COC1=CC=C(C=C1)N(C1=NC2=CC=CC=C2C(=C1)C(F)(F)F)CC N-(4-methoxyphenyl)-N-ethyl-4-trifluoromethylquinolin-2-amine